t-octyl butyl ether C(CCC)OC(C)(C)CC(C)(C)C